CC1=CC=2C(=C(N=NC2C2=C(C=C(C=C2)OC(F)(F)F)O)N[C@H]2CN(CCC2)C)N=C1 2-(3-methyl-8-([(3R)-1-methylpiperidin-3-yl]amino)pyridino[2,3-d]pyridazin-5-yl)-5-(trifluoromethoxy)phenol